OC=1C=C2CCN3C(C2=CC1O)=C\C(\N(C3=O)C3CC(C3)NC(=O)N)=N/C3=C(C=C(C=C3C)C)C 3-[(2E)-9,10-dihydroxy-4-oxo-2-[(2,4,6-trimethylphenyl)imino]-6H,7H-pyrimido[4,3-a]isoquinolin-3-yl]cyclobutylurea